BrC=1C=CC=2N(C3=CC=C(C=C3OC2C1)C1=CC2=CC=CC=C2C=C1)C 3-bromo-10-methyl-7-(naphthalen-2-yl)-10H-phenoxazine